2-{3-cyclopropanecarbonyl-7-methyl-7H-imidazo[4,5-c]pyridazin-6-yl}-3-(ethylsulfanyl)-5-{5-[1-(trifluoromethyl)cyclopropyl]-1,2,4-oxadiazol-3-yl}pyridine C1(CC1)C(=O)C1=CC2=C(N=N1)N(C(=N2)C2=NC=C(C=C2SCC)C2=NOC(=N2)C2(CC2)C(F)(F)F)C